CS(=O)(=O)C=1C=CC=[N+](C1)[O-] 5-(methylsulfonyl)pyridine 1-oxide